4-(benzyloxy)-6-(1H-imidazol-1-yl)-N-[2-(trifluoromethyl)pyridin-4-yl]pyridine-2-carboxamide C(C1=CC=CC=C1)OC1=CC(=NC(=C1)N1C=NC=C1)C(=O)NC1=CC(=NC=C1)C(F)(F)F